N-[2-cyano-4-(2-hydroxypropan-2-yl)phenyl]-2-[2-(2,2-difluoroethoxy)phenyl]-6-methyl-3-oxo-2,3-dihydropyridazine-4-carboxamide C(#N)C1=C(C=CC(=C1)C(C)(C)O)NC(=O)C=1C(N(N=C(C1)C)C1=C(C=CC=C1)OCC(F)F)=O